OC[C@H]1N(C[C@@H](C1)C)C(=O)OC(C)(C)C tert-butyl (2S,4R)-2-(hydroxymethyl)-4-methylpyrrolidine-1-carboxylate